BrC1=C(C=CC(=N1)N(C)CC1=CC=C(C=C1)OC)C(F)(F)F 6-bromo-N-[(4-methoxyphenyl)methyl]-N-methyl-5-(trifluoromethyl)pyridin-2-amine